ClCC(=O)N1CC(CCCC1)(C)CNC(OCC1=CC=CC=C1)=O Benzyl ((1-(2-chloroacetyl)-3-methylazepan-3-yl)methyl)carbamate